CN1C(C(=C(C2=CC=C(C=C12)N1C(CCC1)=O)N1CCC(CC1)SC1=CC=CC=C1)C#N)=O 1-methyl-2-oxo-7-(2-oxopyrrolidin-1-yl)-4-[4-(phenylsulfanyl)piperidin-1-yl]-1,2-dihydroquinoline-3-carbonitrile